C(C)N1N=CC=C1C(=O)N[C@H](C(NC1=NC=CC(=C1)CN1C(N[C@@H](C1)C(F)(F)F)=O)=O)C1CCC(CC1)F 1-ethyl-N-((S)-1-((1r,4S)-4-fluorocyclohexyl)-2-oxo-2-((4-(((S)-2-oxo-4-(trifluoromethyl)imidazolidin-1-yl)methyl)pyridin-2-yl)amino)ethyl)-1H-pyrazole-5-carboxamide